3,3'-dicarboxyl-4,4'-bis(4-amino-2-trifluoromethyl-phenoxy)biphenyl 2,4-Dichlorobenzyl-3-chloro-6-(2-chloro-4-(trifluoromethyl)phenyl)picolinate ClC1=C(COC(C2=NC(=CC=C2Cl)C2=C(C=C(C=C2)C(F)(F)F)Cl)=O)C=CC(=C1)Cl.C(=O)(O)C=1C=C(C=CC1OC1=C(C=C(C=C1)N)C(F)(F)F)C1=CC(=C(C=C1)OC1=C(C=C(C=C1)N)C(F)(F)F)C(=O)O